N1=C(C=NC=C1)CCCC=O 2-PYRAZINEBUTANAL